FC=1C(=NC=C2C(=CC(=NC12)C)N1[C@@H]2CCN([C@@H]2C1)C(=O)OC(C)(C)C)C1=CC=CC2=CC=C(C(=C12)C#C[Si](C(C)C)(C(C)C)C(C)C)F tert-butyl (1R,5R)-6-(8-fluoro-7-(7-fluoro-8-((triisopropylsilyl)ethynyl)naphthalen-1-yl)-2-methyl-1,6-naphthyridin-4-yl)-2,6-diazabicyclo[3.2.0]heptane-2-carboxylate